COC1=CC=C(CN2C(N(C=CC2=O)C2=NN(C3=CC(=CC=C23)N[C@H]2[C@@H](CN(CC2)C(=O)OC(C)(C)C)C)C)=O)C=C1 tert-butyl (3R,4R)-4-((3-(3-(4-methoxybenzyl)-2,4-dioxo-3,4-dihydropyrimidin-1(2H)-yl)-1-methyl-1H-indazol-6-yl) amino)-3-methylpiperidine-1-carboxylate